5-(1,2-dimethyl-1H-pyrrolo[3,2-b]pyridin-3-yl)-1H-pyrrole CN1C(=C(C2=NC=CC=C21)C2=CC=CN2)C